CN(C1=NC=C(C=N1)/C=C/C=O)C (E)-3-(2-(dimethylamino)pyrimidin-5-yl)acrolein